C1CCN2C1=C(C=1C=CC=CC21)C(=O)N2CC1(C(CN(C1)C(=O)OC(C)(C)C)(F)F)CCC2 tert-butyl 7-(2,3-dihydro-1H-pyrrolo[1,2-a]indole-9-carbonyl)-4,4-difluoro-2,7-diazaspiro[4.5]decane-2-carboxylate